2-benzoyl-N-(6-(4-isopropyl-4H-1,2,4-triazol-3-yl)pyridin-2-yl)isoindole-5-carboxylic acid amide C(C1=CC=CC=C1)(=O)N1C=C2C=CC(=CC2=C1)C(=O)NC1=NC(=CC=C1)C1=NN=CN1C(C)C